C(C1=CC=CC=C1)N1CCC(CC1)CCOC(=O)N1CCN(CC1)C1=CC=C(C=C1)F 2-(1-benzylpiperidin-4-yl)ethyl-4-(4-fluorophenyl)piperazine-1-carboxylate